FC1=C(C(=C(C=C1OC)OC)F)C1=CC2=C(N=C(N=C2)N[C@@H]2CNCCC2)C(=N1)N1CC(C1)(C)OC (3S,4S)-3-((6-(2,6-difluoro-3,5-diMethoxyphenyl)-8-(3-methoxy-3-methylazetidin-1-yl)pyrido[3,4-d]pyrimidin-2-yl)amino)tetrahydro-2H-pyridine